1,1-Di-(tert-butylperoxy)-3,3,5-trimethylcyclohexan C(C)(C)(C)OOC1(CC(CC(C1)C)(C)C)OOC(C)(C)C